N-[(2,4-DIMETHOXYPHENYL)METHYL]-6-[2-METHOXY-5-(4,4,5,5-TETRAMETHYL-1,3,2-DIOXABOROLAN-2-YL)PHENYL]-4-METHYLPHTHALAZIN-1-AMINE Palladium(II) diacetate C(C)(=O)[O-].C(C)(=O)[O-].[Pd+2].COC1=C(C=CC(=C1)OC)CNC1=NN=C(C2=CC(=CC=C12)C1=C(C=CC(=C1)B1OC(C(O1)(C)C)(C)C)OC)C